3-tert-butyladipic acid C(C)(C)(C)C(CC(=O)O)CCC(=O)O